CYANOETHYLTRIMETHOXYSILANE C(#N)CC[Si](OC)(OC)OC